fmoc-iminodiacetic acid C(=O)(OCC1C2=CC=CC=C2C2=CC=CC=C12)C(C(=O)O)NCC(=O)O